C1(CCCCC1)N(O)C1CCCCC1 N,N-dicyclohexylhydroxylamine